FC1=CC=2C(C=COC2C2=C1N(C(=N2)C(F)(F)F)C)=O 4-fluoro-3-methyl-6-oxo-2-(trifluoromethyl)-3,6-dihydrochromeno[7,8-d]imidazol